2-fluoro-5-methoxy-N-((1r,4r)-4-(4-(piperidin-4-ylmethyl)piperazin-1-yl)cyclohexyl)benzamide FC1=C(C(=O)NC2CCC(CC2)N2CCN(CC2)CC2CCNCC2)C=C(C=C1)OC